COC(=O)C1=NC=C(C(=C1)OC)C1=CC=C(C=C1)C(F)(F)F 4-methoxy-5-(4-trifluoromethyl-phenyl)-pyridine-2-carboxylic acid methyl ester